2-(2,6-dioxopiperidin-3-yl)-5-(4-(3-(4-((4-((6-hydroxy-2-(4-hydroxyphenyl)benzo[b]thiophen-3-yl)oxy)phenoxy)methyl)piperidin-1-yl)propyl)piperazin-1-yl)isoindoline-1,3-dione O=C1NC(CCC1N1C(C2=CC=C(C=C2C1=O)N1CCN(CC1)CCCN1CCC(CC1)COC1=CC=C(C=C1)OC=1C2=C(SC1C1=CC=C(C=C1)O)C=C(C=C2)O)=O)=O